anti-citrullin N[C@@H](CCCNC(=O)N)C(=O)O